O([C@H]1[C@H](O)[C@@H](O)[C@@H](O)[C@H](O1)CO)C1=CC=C2N=C3C=C(C(C(=C3C(C2=C1)(C)C)Cl)=O)Cl (1,3-dichloro-9,9-dimethylacridin-2-one-7-yl) β-D-galactopyranoside